N[C@H]1CS(C2=C(N(C1=O)CC1=CC=C(C=C1)OC1=CC(=CC=C1)C(F)(F)F)C=C(C=C2)C=2OC(=NN2)C(C)(S(=O)(=O)C)C)(=O)=O (3R)-3-amino-7-[5-(1-methyl-1-methylsulfonyl-ethyl)-1,3,4-oxadiazol-2-yl]-1,1-dioxo-5-[[4-[3-(trifluoromethyl)phenoxy]phenyl]methyl]-2,3-dihydro-1λ6,5-benzothiazepine-4-One